(R)-1-(1-(4-(2-cyanophenyl)piperidin-1-yl)-3-hydroxy-1-oxopropan-2-yl)-3-(2-ethynyl-thiazol-4-yl)urea C(#N)C1=C(C=CC=C1)C1CCN(CC1)C([C@@H](CO)NC(=O)NC=1N=C(SC1)C#C)=O